FC1=NN(C2=CC=C(C=C12)C(C=1C=CC(=NC1)N1CCC(CC1)C=O)=CC1CC(OC(C1)(C)C)(C)C)C1CCOCC1 1-(5-((3-fluoro-1-(tetrahydro-2H-pyran-4-yl)-1H-indazol-5-yl)(2,2,6,6-tetramethyltetrahydro-4H-pyran-4-ylmethylene)methyl)pyridin-2-yl)piperidine-4-carboxaldehyde